benzyl rac-(3R,5S)-3-(2-hydroxypropan-2-yl)-5-[(methanesulfonyl)(methyl)amino]piperidine-1-carboxylate OC(C)(C)[C@H]1CN(C[C@H](C1)N(C)S(=O)(=O)C)C(=O)OCC1=CC=CC=C1 |r|